COC([C@H](CCOC)NC(=O)OC(C)(C)C)=O.C(C(=C)C)(=O)OCCC[Si](O[Si](CC[Si](O[Si](C)(C)C)(O[Si](C)(C)C)O[Si](C)(C)C)(C)C)(O[Si](CC[Si](O[Si](C)(C)C)(O[Si](C)(C)C)O[Si](C)(C)C)(C)C)O[Si](C)(C)CC[Si](O[Si](C)(C)C)(O[Si](C)(C)C)O[Si](C)(C)C 3-methacryloxypropyltris{[tris(trimethylsiloxy)silyl]ethyldimethylsiloxy}silane methyl-(2S)-2-(tert-butoxycarbonylamino)-4-methoxy-butanoate